C1(CC1)C1N(C=C2C3=C(C=CC2=C1)C(CO3)O)CC(C)(C)F 7-cyclopropyl-N-(2-fluoro-2-methylpropyl)-3-hydroxy-2,3-dihydrofuro[3,2-h]Isoquinoline